1-tert-butyl-5-[(pyrazin-2-yl)amino]-3-{3-[(pyridin-2-yl)methoxy]-4-(2,2,2-trifluoroethanesulfonamido)phenyl}-1H-pyrazole-4-carboxamide C(C)(C)(C)N1N=C(C(=C1NC1=NC=CN=C1)C(=O)N)C1=CC(=C(C=C1)NS(=O)(=O)CC(F)(F)F)OCC1=NC=CC=C1